IN([C@]1(C(O)(O[C@@H]([C@H]([C@@H]1O)O)CO)C(C1=CC=CC=C1)=O)I)I tri-iodobenzoyl-glucosamine